4-methyl-1,2,5,6-tetrahydropyridine-2-carboxamide CC1=CC(NCC1)C(=O)N